C(C)(=O)N1C(CC2=CC=CC=C12)=CC1=CC(=C(C=C1)OCCOC1=CC=CC=C1)OC 1-acetyl-2-(3-methoxy-4-(2-phenoxyethoxy)benzylidene)indolin